NC1=NN=C(N1C)N 3,5-diamino-4-methyl-1,2,4-triazole